TRANS-(P)-1-(2-METHOXY-5-METHYL-4-(2-(TRIFLUOROMETHYL)CYCLOPROPYL)PHENYL)-N-(4-METHOXYBENZYL)-2-OXO-N-(PYRIMIDIN-2-YL)-1,2-DIHYDROQUINOLINE-6-SULFONAMIDE COC1=C(C=C(C(=C1)[C@H]1[C@@H](C1)C(F)(F)F)C)N1C(C=CC2=CC(=CC=C12)S(=O)(=O)N(C1=NC=CC=N1)CC1=CC=C(C=C1)OC)=O